C(C)(C)SC=1C(=NC=CC1)CNC(C(C)(C)NC(OC(C)(C)C)=O)=O Tert-Butyl (1-(((3-(Isopropylthio)Pyridin-2-yl)Methyl)Amino)-2-Methyl-1-Oxoprop-2-yl)Carbamate